3-[5-benzyloxy-1-(4-fluoro-3-methyl-phenyl)-2-isopropyl-indol-3-yl]-1H-pyrazole-5-carboxylic acid methyl ester COC(=O)C1=CC(=NN1)C1=C(N(C2=CC=C(C=C12)OCC1=CC=CC=C1)C1=CC(=C(C=C1)F)C)C(C)C